(S)-(Azepan-2-yl-7,7-d2)methanol N1[C@@H](CCCCC1([2H])[2H])CO